N-(5-(1H-imidazol-1-yl)pyridin-2-yl)-1-cyano-pyrrolidine-3-carboxamide N1(C=NC=C1)C=1C=CC(=NC1)NC(=O)C1CN(CC1)C#N